methyl (1r,4R)-4-(3-chloroanilino)-6'-(methoxymethyl)-2'-{(2R)-3-[(4-methoxyphenyl)methoxy]-2-methylpropyl}spiro[cyclohexane-1,1'-indene]-4-carboxylate ClC=1C=C(NC2(CCC3(C(=CC4=CC=C(C=C34)COC)C[C@H](COCC3=CC=C(C=C3)OC)C)CC2)C(=O)OC)C=CC1